FC1([C@@H](CNCC1)CO)F (S)-(4,4-difluoropiperidin-3-yl)methanol